C1(=CC=C(C=C1)N(C1=CC=2C(C3=CC=CC=C3C2C=C1)(C)C)C1=CC=C(C=C1)C=1C=CC=2N(C3=CC=CC=C3C2C1)C1=CC=CC=C1)C1=CC=CC=C1 N-biphenyl-4-yl-9,9-dimethyl-N-[4-(9-phenyl-9H-carbazol-3-yl)phenyl]-9H-fluoren-2-amine